(R)-N-(1-(3-amino-5-(trifluoromethyl)phenyl)ethyl)-6-cyclobutyl-7-methoxy-2-methylpyrido[2,3-d]pyrimidin-4-amine NC=1C=C(C=C(C1)C(F)(F)F)[C@@H](C)NC=1C2=C(N=C(N1)C)N=C(C(=C2)C2CCC2)OC